C(N)(=O)C=1C=C(C=NC1)NC(=O)C(=O)N(CC1=NC=C(C=C1)C(F)(F)F)C(C(C)C)C N-(5-carbamoyl-3-pyridyl)-N'-(1,2-dimethylpropyl)-N'-[[5-(trifluoromethyl)-2-pyridyl]methyl]oxamide